N-(3-methoxy-4-(3-((2-morpholinoethyl)amino)-6-(pyrazolo[1,5-a]pyrimidin-3-yl)-1H-pyrazolo[4,3-c]pyridin-1-yl)phenyl)cyclopropanesulfonamide COC=1C=C(C=CC1N1N=C(C=2C=NC(=CC21)C=2C=NN1C2N=CC=C1)NCCN1CCOCC1)NS(=O)(=O)C1CC1